N(=[N+]=[N-])CCOCCO 2-(2-azidoethoxy)ethan-1-ol